tert-butyl (3-aminopropyl)(ethyl)carbamate NCCCN(C(OC(C)(C)C)=O)CC